CC1(CC(CC(C1)C)OC(C1=C(C=CC=C1)O)=O)C 2-hydroxybenzoic acid 3,3,5-trimethylcyclohexyl ester